(S)-(3,3-difluorocyclobutyl)(2-(2-methyl-2H-pyrazolo[3,4-b]pyridin-5-yl)-6-quinolinyl)methanol FC1(CC(C1)[C@H](O)C=1C=C2C=CC(=NC2=CC1)C1=CC=2C(N=C1)=NN(C2)C)F